1-(3,5-dicarboxyphenyl)-4-oxo-1,4-dihydropyridazine-3-carboxylic acid C(=O)(O)C=1C=C(C=C(C1)C(=O)O)N1N=C(C(C=C1)=O)C(=O)O